ClC1=NC=2N(C(=C1)Cl)N=CC2F 5,7-dichloro-3-fluoropyrazolo[1,5-a]pyrimidine